N-((1R,2S)-2-((tert-butyldiphenylsilyl)oxy)cyclopentyl)-2-(methylamino)acetamide hydrochloride Cl.[Si](C1=CC=CC=C1)(C1=CC=CC=C1)(C(C)(C)C)O[C@@H]1[C@@H](CCC1)NC(CNC)=O